tert-butyl-5-fluoro-4-(4,4,5,5-tetramethyl-1,3,2-dioxaborolan-2-yl)indole C(C)(C)(C)C=1NC2=CC=C(C(=C2C1)B1OC(C(O1)(C)C)(C)C)F